2-[4-chloro-3-[[4-[[(2S)-thiacyclopropyl-2-yl]methoxy]phenyl]methyl]phenyl]-6-methylsulfanyltetrahydropyran-3,4,5-triol ClC1=C(C=C(C=C1)C1OC(C(C(C1O)O)O)SC)CC1=CC=C(C=C1)OC=C1SC1